(Cis)-4-(4-bromo-2-oxo-2,3-dihydro-1H-1,3-benzodiazol-1-yl)-N-(2,3-dimethylphenyl)cyclohexane-1-carboxamide BrC1=CC=CC=2N(C(NC21)=O)[C@H]2CC[C@H](CC2)C(=O)NC2=C(C(=CC=C2)C)C